CN1CCN(CC1)CCCN1C=NC2=C1C=C(C=C2)C=2C(=NC=CC2)C2=CC(=C(C=C2)F)C 1-(3-(4-Methylpiperazin-1-yl)propyl)-6-(2-(4-fluoro-3-methylphenyl)pyridin-3-yl)-1H-benzo[d]imidazole